COC1=CC=C(C2=CC=CC=C12)S(=O)(=O)NC1=C(C=CC=C1)C#CC=1C=CC(=NC1)C(=O)O 5-{2-[2-(4-methoxynaphthalene-1-sulfonamido)phenyl]ethynyl}pyridine-2-carboxylic acid